C(C)(C)C1=C(C(C=NC2=C(C=CC=C2)N=CC=2C(O)=C(C=CC2)C(C)C)=CC=C1)O bis(3-isopropyl-salicylidene)-1,2-phenylenediamine